ClC1=C(C=C2C(=C(NC2=C1F)C1=NC(=NN1)[C@@H](C)F)C=1C=NNC1)OC (R)-6-chloro-7-fluoro-2-(3-(1-fluoroethyl)-1H-1,2,4-triazol-5-yl)-5-methoxy-3-(1H-pyrazol-4-yl)-1H-indole